(S)-7-(1-((4-(Aminomethyl)benzyl)oxy)ethyl)-3-(3-chloro-4-((methylsulfonyl)methyl)phenyl)-1H-indole-2-carboxylic acid NCC1=CC=C(CO[C@@H](C)C=2C=CC=C3C(=C(NC23)C(=O)O)C2=CC(=C(C=C2)CS(=O)(=O)C)Cl)C=C1